C(C)(C)(C)[S@@](=O)NC1=C(C(=O)O)C(=CC=C1)C (R)-2-((tert-butylsulfinyl)amino)-6-methylbenzoic acid